NCC(CN1N=C2N(C=C(C=C2)Br)C1=O)=C(F)F 2-[2-(aminomethyl)-3,3-difluoro-allyl]-6-bromo-[1,2,4]triazolo[4,3-a]pyridin-3-one